6-oxo-1-((thiazol-4-yl)methyl)-1,6-dihydropyrimidine-4-carboxamide O=C1C=C(N=CN1CC=1N=CSC1)C(=O)N